Dimethylsilirane C[Si]1(CC1)C